Cl[C@H](C(=O)N(NC([C@H](CC(C)C)NC([C@H](C(C)C1=CC=CC=C1)NC(C(F)(F)F)=O)=O)=O)C[C@H]1C(NCC1)=O)F (S)-N-((S)-1-(2-((R)-2-chloro-2-fluoroacetyl)-2-(((S)-2-oxopyrrolidin-3-yl)methyl)hydrazinyl)-4-methyl-1-oxopentan-2-yl)-3-phenyl-2-(2,2,2-trifluoroacetamido)butanamide